O=S1(CCC(CC1)C1=CC=C(C(=O)O)C=C1)=O 4-(1,1-dioxotetrahydro-2H-thiopyran-4-yl)benzoic acid